tert-butyl (S)-(5-(3-(4'-(4-(((benzyloxy)carbonyl)amino)butyl)-[1,1'-biphenyl]-4-yl)-N-methylpropanamido)-5-(1H-tetrazol-5-yl)pentyl)carbamate C(C1=CC=CC=C1)OC(=O)NCCCCC1=CC=C(C=C1)C1=CC=C(C=C1)CCC(=O)N(C)[C@@H](CCCCNC(OC(C)(C)C)=O)C1=NN=NN1